NC1=C2N=CN(C2=NC(=N1)F)[C@H]1C[C@@H]([C@@](O1)(C#C)COP(=O)(OC1=CC=CC=C1)N[C@H](C(=O)OCC(CCCCCC)CCCCCC)CC1=CC(=CC(=C1)F)F)O 2-Hexyloctyl (2S)-2-(((((2R,3S,5R)-5-(6-amino-2-fluoro-9H-purin-9-yl)-2-ethynyl-3-hydroxytetra-hydrofuran-2-yl)methoxy)-(phenoxy)phosphoryl)-amino)-3-(3,5-difluorophenyl)propanoate